N-4-cyclohexylamine C1CCC(CC1)N